tert-butyl (4E)-4-[(R)-tert-butylsulfinyl]imino-2-methyl-spiro[6H-cyclopenta[c]pyrazole-5,4'-piperidine]-1'-carboxylate C(C)(C)(C)[S@@](=O)\N=C/1\C=2C(=NN(C2)C)CC12CCN(CC2)C(=O)OC(C)(C)C